1-dimethylamino-heptamethyltrisiloxane CN([Si](O[Si](O[Si](C)(C)C)(C)C)(C)C)C